13-(cyclopropylmethyl)-11-fluoro-6,7,13,14-tetrahydro-1,15-ethenopyrazolo[4,3-f][1,4,8,10]benzoxatriazacyclotridecin-4(5H)-one C1(CC1)CC1NC2=NC3=C(C(NCCOC4=C1C=C(C=C4)F)=O)C=NN3C=C2